FC1=CC(=CC2=NNN=C21)F 4,6-difluoro-2H-Benzotriazole